3-((1-(5-(3-hydroxyprop-1-yn-1-yl)-2-methylphenyl)piperidin-4-yl)oxy)cyclobutan-1-ol OCC#CC=1C=CC(=C(C1)N1CCC(CC1)OC1CC(C1)O)C